(1R,3S)-3-[5-({4-[(2-formyl-3-hydroxyphenyl)methoxy] pyridine-2-yl}amino)-2H-pyrazol-3-yl]cyclopentyl N-isopropylcarbamate C(C)(C)NC(O[C@H]1C[C@H](CC1)C=1NN=C(C1)NC1=NC=CC(=C1)OCC1=C(C(=CC=C1)O)C=O)=O